maleic acid monobehenate C(CCCCCCCCCCCCCCCCCCCCC)(=O)O.C(\C=C/C(=O)O)(=O)O